FC1=C(OC(C(=O)OCC)(C)C)C=CC(=C1)CN1C(N(CC1)C1=CC=C(C=C1)C(F)(F)F)=O Ethyl 2-(2-fluoro-4-((2-oxo-3-(4-(trifluoromethyl)phenyl)imidazolin-1-yl)methyl)phenoxy)-2-methylpropanoate